guanidine Dihydrochloride Cl.Cl.NC(=N)N